N-cyclopropyl-2-(difluoromethoxy)-6-methoxy-4-[7-(2,2,2-trifluoro-1-methyl-ethoxy)imidazo[1,2-a]pyridin-3-yl]benzamide C1(CC1)NC(C1=C(C=C(C=C1OC)C1=CN=C2N1C=CC(=C2)OC(C(F)(F)F)C)OC(F)F)=O